C(C)(C)C=1C=C(C=CC1)C=1C=C2CC(C(C2=CC1OC)NC(O[C@@H]1CN2CCC1CC2)=O)(C)C (S)-quinuclidin-3-yl (5-(3-isopropylphenyl)-6-methoxy-2,2-dimethyl-2,3-dihydro-1H-inden-1-yl)carbamat